C(C)(C)(C)C=1C=C(C=C(C1O)C(C)(C)C)C(C(=O)N)C 3,5-di-tert-butyl-4-hydroxyphenyl-propionamid